methyl 2,2,8-trimethyl-4H-benzo[d][1,3]dioxine-6-carboxylate CC1(OCC2=C(O1)C(=CC(=C2)C(=O)OC)C)C